O=C1OC2(CO1)CN(CCC2)C(=O)OC(C)(C)C tert-Butyl 2-oxo-1,3-dioxa-7-azaspiro[4.5]decane-7-carboxylate